The molecule is an organosulfate oxoanion that is the conjugate base of lamellarin alpha 20-hydrogen sulfate. It is a conjugate base of a lamellarin alpha 20-hydrogen sulfate. COC1=C(C=C(C=C1)C2=C3C4=CC(=C(C=C4C=CN3C5=C2C6=CC(=C(C=C6OC5=O)OS(=O)(=O)[O-])OC)OC)OC)O